CN1CCC(CC1)C1=CC=2C=NC(=CC2N1)NC(=O)C1CC1 N-(2-(1-methylpiperidin-4-yl)-1H-pyrrolo[3,2-c]pyridin-6-yl)cyclopropanecarboxamide